1-(9Z-octadecenoyl)-2-tridecanoyl-glycero-3-phosphocholine CCCCCCCCCCCCC(=O)O[C@H](COC(=O)CCCCCCC/C=C\CCCCCCCC)COP(=O)([O-])OCC[N+](C)(C)C